1-(6-nitro-5-(3-(trifluoromethoxy)phenoxy)benzofuran-2-yl)ethan-1-ol [N+](=O)([O-])C1=CC2=C(C=C(O2)C(C)O)C=C1OC1=CC(=CC=C1)OC(F)(F)F